CC(C(C)O)C 3-methyl-2-butanol